C1(=C(C(=CC2=CC=CC=C12)C(=O)O)C(=O)O)C(=O)O.[Mg] magnesium naphthalenetricarboxylic acid